C(C)(C)N(C(C)=O)C=1SC=C(C1C(=O)O)C (N-isopropylacetamido)-4-methylthiophene-3-carboxylic acid